4-(1-methyl-4-(trifluoromethyl)-1H-imidazol-2-yl)benzyl-1H-pyrazolo[3,4-d]pyrimidine CN1C(=NC(=C1)C(F)(F)F)C1=CC=C(CN2N=CC=3C2=NC=NC3)C=C1